ClC1=NC=2C(CN(C(C2C=C1)=O)CC)(C)C 2-chloro-6-ethyl-8,8-dimethyl-7,8-dihydro-1,6-naphthyridin-5(6H)-one